FC1=CC=C(C=2OC3=CC(=C(C(=C3C(C2)=O)O)O)O)C=C1 4'-fluoro-5,6,7-trihydroxyflavone